C(C)(C)(C)C/1=NOC(\C1=C/C=1SC(=CC1)N(C)C)=O (Z)-3-(tert-butyl)-4-((5-(dimethylamino)thiophen-2-yl)methylene)isoxazol-5(4H)-one